(1S,3S)-3-aminocyclohexane-1-carbonitrile 2,2,2-trifluoroacetate FC(C(=O)O)(F)F.N[C@@H]1C[C@H](CCC1)C#N